NC1(C(C1)C1=CC=CC=C1)C(=O)O 1-amino-2-phenyl-cyclopropylcarboxylic acid